COC(C1=CC=C2C3(CC(NC2=N1)C3)NC(=O)N3CCOCC3)OC N-(7-(dimethoxymethyl)-1,2,3,4-tetrahydro-2,4-methylene-1,8-naphthyridin-4-yl)morpholine-4-carboxamide